OC1=C(C=CC=C1)C=1N=CNC1 4-(2-hydroxyphenyl)-1H-imidazol